tert-butyl-2-(2,6-dioxopiperidin-3-yl)-1,3-dioxo-2,3-dihydro-1H-isoindole-5-carbaldehyde C(C)(C)(C)C1=C2C(N(C(C2=CC=C1C=O)=O)C1C(NC(CC1)=O)=O)=O